N[C@H](C=1OC2=C(N1)C=C(C=C2F)[C@H](COC)N2C(N[C@@H](C2)C(F)(F)F)=O)C2CCC(CC2)(F)F (S)-1-((R)-1-(2-((S)-Amino(4,4-difluorocyclohexyl)methyl)-7-fluorobenzo[d]oxazol-5-yl)-2-methoxyethyl)-4-(trifluoromethyl)imidazolidin-2-one